2-methyl-3-(prop-1-yn-1-yl)pyridine CC1=NC=CC=C1C#CC